(4-fluoro-5-isobutyl-thiophene-2-yl)trimethyl-silane FC=1C=C(SC1CC(C)C)[Si](C)(C)C